fluoro-2-((2-formyl-4-(trifluoromethoxy)phenyl)amino)-4-(trifluoro-methyl)-benzoic acid methyl ester COC(C1=C(C(=C(C=C1)C(F)(F)F)F)NC1=C(C=C(C=C1)OC(F)(F)F)C=O)=O